C1(=C2N(C=N1)CCC2)C(C(NC=2SC=CN2)=O)N2CC1=C(C=C(C=C1C2=O)C2=CC=C(C=C2)N2CCC(CC2)CC(=O)O)F 2-[1-[4-[2-[1-(6,7-dihydro-5H-pyrrolo[1,2-c]imidazol-1-yl)-2-oxo-2-(thiazol-2-ylamino)ethyl]-7-fluoro-3-oxo-isoindolin-5-yl]phenyl]-4-piperidinyl]acetic acid